BrC=1C(=CC(=C(C(=O)OC)C1)OCCC[C@@H](C)N1C(=NN=C1)C1=NC(=CC=C1)NC=O)F |r| rac-Methyl 5-bromo-4-fluoro-2-((4-(3-(6-formamidopyridin-2-yl)-4H-1,2,4-triazol-4-yl)pentyl)oxy)benzoate